[Si](C)(C)(C(C)(C)C)OC[C@@]1([C@H](C[C@@H](O1)N1C(N=C(C(=C1)F)C1=C(C(=O)N)C=CC=C1)=O)OCOC)C#C [1-[(2R,4S,5R)-5-[[tert-butyl(dimethyl)silyl]oxymethyl]-5-ethynyl-4-(methoxymethoxy)tetrahydrofuran-2-yl]-5-fluoro-2-oxo-pyrimidin-4-yl]benzamide